iso-Hexylbromid C(CCC(C)C)Br